1-(4-(4-fluorophenyl)pyrimidin-2-yl)-N-(4-methyl-1-azabicyclo[3.2.2]non-4-yl)piperidine-4-carboxamide benzyl-(S)-7-(methylamino)-5-azaspiro[2.4]heptane-5-carboxylate C(C1=CC=CC=C1)OC(=O)N1CC2(CC2)[C@@H](C1)NC.FC1=CC=C(C=C1)C1=NC(=NC=C1)N1CCC(CC1)C(=O)NC1(CCN2CCC1CC2)C